C(=O)(OC(C)(C)C)C=1C(=O)NC(C1)=O Boc-Maleimide